Tert-butyl N-[2-[3-[2-(2,6-dioxo-3-piperidyl)-1,3-dioxo-isoindolin-4-yl]prop-2-ynoxy]ethyl]-N-methyl-carbamate O=C1NC(CCC1N1C(C2=CC=CC(=C2C1=O)C#CCOCCN(C(OC(C)(C)C)=O)C)=O)=O